tert-butyl (R)-5-((4-(1,4-dimethyl-1H-pyrazol-5-yl)-6-(3-methylmorpholino) pyridin-2-yl) amino)-1H-pyrazole-1-carboxylate CN1N=CC(=C1C1=CC(=NC(=C1)N1[C@@H](COCC1)C)NC1=CC=NN1C(=O)OC(C)(C)C)C